OCC1=CC2=C(N(C(N2C)=O)C)C=C1 5-(hydroxymethyl)-1,3-dimethyl-benzimidazol-2-one